4-(1-(2-hydroxyethyl)-2-oxo-5-phenyl-1,2-dihydropyridin-4-yl)-6-methyl-2-(1-(trifluoromethyl)-1H-pyrazol-4-yl)-1,6-dihydro-7H-pyrrolo[2,3-c]pyridin-7-one OCCN1C(C=C(C(=C1)C1=CC=CC=C1)C=1C2=C(C(N(C1)C)=O)NC(=C2)C=2C=NN(C2)C(F)(F)F)=O